Cl.NC1=CC(=C(C(=N)N)C=C1N)C 4,5-diamino-2-methylbenzamidine hydrochloride